(S)-N-((R)-(5-fluoro-2-methoxyphenyl)(1-(benzenesulfonyl)-1H-indol-2-yl)methyl)-2-methylpropane-2-sulfinamide FC=1C=CC(=C(C1)[C@@H](N[S@@](=O)C(C)(C)C)C=1N(C2=CC=CC=C2C1)S(=O)(=O)C1=CC=CC=C1)OC